The molecule is a hexadienal that is hexanal with trans double bonds at positions 2 and 4. It is found in tomatoes, kiwi fruit, mangoes, potato chips, herbs and spices. It has a role as a flavouring agent and a plant metabolite. It is a polyunsaturated fatty aldehyde, a hexadienal and a volatile organic compound. C/C=C/C=C/C=O